1-methyl-4-(6-nitropyridin-3-yl)piperazin-2-one CN1C(CN(CC1)C=1C=NC(=CC1)[N+](=O)[O-])=O